(S)-tert-butyl (1-(6-nitropyridin-3-yl)pyrrolidin-3-yl)carbamate [N+](=O)([O-])C1=CC=C(C=N1)N1C[C@H](CC1)NC(OC(C)(C)C)=O